CC1=C(N=NS1)C1=NC2=C(N1CC=1C=NC=CC1)C=CC=C2 5-methyl-4-[1-(pyridin-3-ylmethyl)benzoimidazol-2-yl]-1,2,3-thiadiazole